(S)-4-amino-N-(6-((1-isopropyl-1H-pyrazol-4-yl)ethynyl)-2,3-dihydrobenzofuran-3-yl)-N,1-dimethyl-1H-pyrazolo[4,3-c]quinoline-8-carboxamide NC1=NC=2C=CC(=CC2C2=C1C=NN2C)C(=O)N(C)[C@@H]2COC1=C2C=CC(=C1)C#CC=1C=NN(C1)C(C)C